C(CCCCCCCC)(=O)O Nonanoic Acid